C[C@H]1N(CCC1)C1=NC(=NC=C1C(F)(F)F)NC1=CC=C(C=C1)N1C[C@H](C[C@H](C1)O)O (3S,5R)-1-(4-{[4-((R)-2-methylpyrrolidin-1-yl)-5-(trifluoromethyl)pyrimidine-2-yl]amino}phenyl)piperidine-3,5-diol